dibenzocyclononan-8-one hydrochloride Cl.C1=CC=CC=2CCCC(CC3=C(C21)C=CC=C3)=O